5-methylthiophene-2-boronic acid CC1=CC=C(S1)B(O)O